C(C)[SiH](C)C Ethyl-Dimethyl-Silane